N-ethoxy-6-((1-methyl-1H-pyrazol-4-yl)amino)nicotinamide C(C)ONC(C1=CN=C(C=C1)NC=1C=NN(C1)C)=O